2-{8-[(2,5-difluoro-4-methylphenyl)methyl]-3-fluoroimidazo[1,2-a]pyrazin-6-yl}-4-hydroxypyrimidine-5-carbonitrile FC1=C(C=C(C(=C1)C)F)CC=1C=2N(C=C(N1)C1=NC=C(C(=N1)O)C#N)C(=CN2)F